FC1=C(C=C(C=C1)NC(OC(C)(C)C)=O)COCC1=CC(=C(C(=C1)[N+](=O)[O-])OC)C1=NN(C=N1)C Tert-butyl (4-fluoro-3-(((4-methoxy-3-(1-methyl-1H-1,2,4-triazol-3-yl)-5-nitrobenzyl)oxy)methyl)phenyl)carbamate